NC1=NC(=NN2C1=NC=C2CC2=CC=C(C1=CC=CC=C21)OCCNC)O[C@@H](CCO)CCC |o1:27| (R or S)-3-((4-amino-7-((4-(2-(methylamino)ethoxy)naphthalen-1-yl)methyl)imidazo[2,1-f][1,2,4]triazin-2-yl)oxy)hexan-1-ol